[Cl-].[Cl-].ClC=1C=C(C=CC1)C(=[Zr+2](C1(C(C(CC2C3C(C4C=5C=CC=CC5CC4=C21)CCCC3)C)(C)C)C)C3C=CC=C3)C3=CC(=CC=C3)Cl di(m-chlorophenyl)methylene(cyclopentadienyl)(tetramethyldodecahydrodibenzofluorenyl)zirconium dichloride